4-Bromo-1H-indene BrC1=C2C=CCC2=CC=C1